FC1=C(OC2=CC=C(C=C2)N2N=C3C(NCC[C@H]3N3CCNCC3)=C2C(=O)N)C=C(C=C1)F (7R)-2-[4-(2,5-difluorophenoxy)phenyl]-7-(piperazin-1-yl)-4,5,6,7-tetrahydro-2H-pyrazolo[4,3-b]pyridine-3-carboxamide